[N+](=O)(O)[O-].N.N.N.N tetra-ammonia nitrate